FC(OC=1C=CC(=NC1)C=1N(C(C=CC1)C)C1=CC(=CC=C1)C(CC)(F)F)F 5'-(difluoromethoxy)-N-(3-(1,1-difluoropropyl)phenyl)-6-methyl-[2,2'-bipyridine]